CC(CC(C)=O)C (l)-4-methyl-2-pentanone